8-(trifluoromethyl)thiochroman-4-one FC(C=1C=CC=C2C(CCSC12)=O)(F)F